4-(3-(4-(2-(2-Aminopyridin-3-yl)-5-phenyl-3H-imidazo[4,5-b]pyridin-3-yl)benzyl)-3,8-diazabicyclo[3.2.1]octan-8-yl)pyrimidine-2-carbonitrile NC1=NC=CC=C1C1=NC=2C(=NC(=CC2)C2=CC=CC=C2)N1C1=CC=C(CN2CC3CCC(C2)N3C3=NC(=NC=C3)C#N)C=C1